FC1=CC(=C(C=C1)C1=CC(=CC=C1)C=1OC2=C(N1)C=C(C=C2C(F)(F)F)[C@@H](C)N[C@H]2[C@H](CCC2)O)C2=NN=CN2C (1S,2R)-2-(((R)-1-(2-(4'-fluoro-2'-(4-methyl-4H-1,2,4-triazol-3-yl)-[1,1'-biphenyl]-3-yl)-7-(trifluoromethyl)benzo[d]oxazol-5-yl)ethyl)amino)cyclopentan-1-ol